BrC=1C(=C(C(=O)NN)C=CC1)F 3-bromo-2-fluorobenzoylhydrazine